N-(3-fluoro-4-(4-(methyl-(2-morpholinoethyl)amino)piperidine-1-yl)phenyl)-4-(1-isopropyl-1H-pyrazole-4-yl)-5-methylpyrimidine-2-amine FC=1C=C(C=CC1N1CCC(CC1)N(CCN1CCOCC1)C)NC1=NC=C(C(=N1)C=1C=NN(C1)C(C)C)C